7-methoxy-4-((6-((3-methoxyphenyl)carbamoyl)naphthalen-2-yl)oxy)quinoline-6-carboxamide COC1=C(C=C2C(=CC=NC2=C1)OC1=CC2=CC=C(C=C2C=C1)C(NC1=CC(=CC=C1)OC)=O)C(=O)N